N-[2-(4,4-difluorocyclohexyl)-4-(2,5-difluorophenyl)-3-pyridinyl]-6-methoxy-pyridine-3-carboxamide FC1(CCC(CC1)C1=NC=CC(=C1NC(=O)C=1C=NC(=CC1)OC)C1=C(C=CC(=C1)F)F)F